4-(2,8-Diazaspiro[4.5]dec-8-yl)-1-methyl-2-oxo-1,2-dihydroquinoline-3-carbonitrile C1NCCC12CCN(CC2)C2=C(C(N(C1=CC=CC=C21)C)=O)C#N